trans-tert-butyl (4-((5-fluoro-4-(3-morpholinophenyl)pyrimidin-2-yl)amino)cyclohexyl)carbamate FC=1C(=NC(=NC1)N[C@@H]1CC[C@H](CC1)NC(OC(C)(C)C)=O)C1=CC(=CC=C1)N1CCOCC1